ClCC(C(=O)O)O β-chlorolactic acid